S1C(=CC=C1)C1=C(N)C=CC=C1 2-(thiophen-2-yl)aniline